C(#N)COC1=C(C(=C(C=C1)C1=CN=C(N1C)C(=O)NC1=CC(=C(C=C1)C(=O)N1CCN(CC1)C(CNC)=O)C)F)F 5-[4-(cyanomethoxy)-2,3-difluoro-phenyl]-1-methyl-N-[3-methyl-4-[4-[2-(methylamino)acetyl]piperazine-1-carbonyl]phenyl]imidazole-2-carboxamide